C(C)(C)(C)OC(CBr)=O tert-butyl-2-bromoacetate